4-methylstyrene sulfonium salt [SH3+].CC1=CC=C(C=C)C=C1